COC1=C2COC(C2=CC=C1C=C)=O 4-methoxy-5-vinyl-isobenzofuran-1(3H)-one